C(C)C1OCCC(C1)=O 2-ethyldihydro-2H-pyran-4(3H)-one